diphenyliodine nitrate [N+](=O)([O-])[O-].C1(=CC=CC=C1)[I+]C1=CC=CC=C1